C(C)(C)OCCNC1=NN2C(C=N1)=C(C=C2)C=2C=C1C(=NC2)N=C(N1C1CCOCC1)C N-(2-isopropoxyethyl)-5-(2-methyl-1-(tetrahydro-2H-pyran-4-yl)-1H-imidazo[4,5-b]pyridin-6-yl)pyrrolo[2,1-f][1,2,4]triazin-2-amine